ClC=1C=C(C=C(C1)NS(=O)(=O)C)NC(=O)C1=CN(C(=C1)C1=NC=C(C=C1F)C)C N-(3-chloro-5-(methylsulfonamido)phenyl)-5-(3-fluoro-5-methylpyridin-2-yl)-1-methyl-1H-pyrrole-3-carboxamide